N1C(=NC2=C1C=CC=C2)CNC2=NC(=NN1C2=NC=C1Br)N1C[C@H](O[C@H](C1)C)C |o1:23,25| N-[(1H-benzimidazol-2-yl)methyl]-7-bromo-2-[rel-(2R,6S)-2,6-dimethylmorpholin-4-yl]imidazo[2,1-f][1,2,4]triazin-4-amine